7-fluoro-5-(3-fluoropyridin-2-yl)-N-methoxy-N-methyl-6,7-dihydro-5H-pyrrolo[1,2-b][1,2,4]triazole-2-carboxamide FC1CC(N2N=C(N=C21)C(=O)N(C)OC)C2=NC=CC=C2F